OC1=C(C=C(C(=C1)N)O)N 2,5-dihydroxy-1,4-diaminobenzene